N-[2-(nitrooxy)ethyl]-3-pyridinecarboxamide [N+](=O)([O-])OCCNC(=O)C=1C=NC=CC1